C(#N)C[C@@H]1N(CCNC1)C(=O)OCC1=CC=CC=C1 (S)-benzyl 2-(cyanomethyl)piperazine-1-carboxylate